3-trifluoroacetamidopropyl 2-acetamido-6-O-benzyl-2-deoxy-4-O-[β-D-galactopyranosyl]-β-D-glucopyranoside C(C)(=O)N[C@H]1[C@H](OCCCNC(C(F)(F)F)=O)O[C@@H]([C@H]([C@@H]1O)O[C@H]1[C@H](O)[C@@H](O)[C@@H](O)[C@H](O1)CO)COCC1=CC=CC=C1